BrC=1C(=NNC1)C1=CC=NC=C1 4-bromo-3-(pyridin-4-yl)pyrazol